N-(4-(2-(2-aminopyridin-3-yl)-5-phenyl-3H-imidazo[4,5-b]pyridin-3-yl)benzyl)-3-(2-(ethyl-amino)-2-oxoethyl)benzamide NC1=NC=CC=C1C1=NC=2C(=NC(=CC2)C2=CC=CC=C2)N1C1=CC=C(CNC(C2=CC(=CC=C2)CC(=O)NCC)=O)C=C1